NC1=NN(C=N1)C=1C=C(C#N)C=CC1 3-(3-amino-1,2,4-triazol-1-yl)benzonitrile